ClC=1C(=NC(=NC1)S(=O)(=O)C)C12CC(C1)(C2)C=2N(C(=NN2)C(C)(C)O)C(C)C 2-(5-(3-(5-chloro-2-(methylsulfonyl)pyrimidin-4-yl)bicyclo[1.1.1]pentan-1-yl)-4-isopropyl-4H-1,2,4-triazol-3-yl)propan-2-ol